C(C\C=C\CCCCCCCCCCC(=O)O)C(=O)O trans-3-tetradecene-1,14-dicarboxylic acid